C(C=CCCCCCCCCCCCC)=O pentadecenemonoaldehyde